BrCC1=C([C@@H](N=C(N1)C=1SC=CN1)C1=C(C(=C(C=C1)F)F)C)C(=O)[O-] (S)-6-(bromomethyl)-4-(3,4-difluoro-2-methylphenyl)-2-(Thiazol-2-yl)-1,4-dihydropyrimidine-5-carboxylate